methyl-4-[(1-methylcyclopropyl)amino]-N-[5-(oxetan-4-yl)pyridin-2-yl]furo[2,3-d]pyrimidine-5-carboxamide CC=1N=C(C2=C(N1)OC=C2C(=O)NC2=NC=C(C=C2)C2CCO2)NC2(CC2)C